N-(3-(methylamino)propyl)phthalimide tert-butyl-2-acetyl-3-chloro-4,6,7,8-tetrahydropyrazolo[1,5-a][1,4]diazepine-5-carboxylate C(C)(C)(C)OC(=O)N1CC=2N(CCC1)N=C(C2Cl)C(C)=O.CNCCCN2C(C=1C(C2=O)=CC=CC1)=O